1-[3-chloro-5-(trifluoromethyl)-2-pyridyl]piperidin-4-amine ClC=1C(=NC=C(C1)C(F)(F)F)N1CCC(CC1)N